C(=O)(O)CCC1=CC=C(C(=O)O)C=C1 4-(2-carboxyethyl)benzoic acid